6-[4-Nitro-3-(propan-2-yl)-1H-pyrazol-1-yl]-2-azaspiro[3.3]heptane-2-carboxylic acid tert-butyl ester C(C)(C)(C)OC(=O)N1CC2(C1)CC(C2)N2N=C(C(=C2)[N+](=O)[O-])C(C)C